3-(5-((3-((4'-chloro-[1,1'-biphenyl]-2-yl)methyl)-3,6-diazabicyclo[3.1.1]heptan-6-yl)methyl)-7-fluoro-1-oxoisoindolin-2-yl)piperidine-2,6-dione ClC1=CC=C(C=C1)C1=C(C=CC=C1)CN1CC2N(C(C1)C2)CC=2C=C1CN(C(C1=C(C2)F)=O)C2C(NC(CC2)=O)=O